C(C)(=O)N1[C@H](CCC2=CC(=CC=C12)C1=CC=C(C(=O)NCCNC(=O)C2=C(C=3N=C(N=C(C3S2)N2CCOCC2)Cl)C)C=C1)C (S)-N-(2-(4-(1-Acetyl-2-methyl-1,2,3,4-tetrahydroquinolin-6-yl)benzamido)ethyl)-2-chloro-7-methyl-4-morpholinothieno[3,2-d]pyrimidine-6-carboxamide